2-methyl-6-chlorobenzothioamide CC1=C(C(N)=S)C(=CC=C1)Cl